ClC=1C=C(C=C(C1)Cl)C([C@H](C)NC([C@H](C)N1C(OC2=C(C1=O)N=CC=C2OC)=O)=O)C2=CC(=CC(=C2)Cl)Cl (S)-N-((S)-1,1-bis(3,5-dichlorophenyl)propan-2-yl)-2-(8-methoxy-2,4-dioxo-2H-pyrido[2,3-e][1,3]oxazin-3(4H)-yl)propanamide